5-(but-2-Enylaminomethyl)-N-((4,6-dimethyl-2-oxo-1,2-dihydropyridin-3-yl)methyl)-3-(Ethyl-(tetrahydro-2H-pyran-4-yl)amino)-2-methylbenzamide C(C=CC)NCC=1C=C(C(=C(C(=O)NCC=2C(NC(=CC2C)C)=O)C1)C)N(C1CCOCC1)CC